CN1N=C(C(=C1)N)NC=1C=NC(=CC1)OC1=CC=CC2=C1C1(CC1)CO2 1-methyl-N3-(6-spiro[2H-benzofuran-3,1'-cyclopropane]-4-yloxy-3-pyridyl)pyrazole-3,4-diamine